C(C)(C)(C1=CC=CC=C1)OOC(C)(C#CC(C)(C)OOC(C)(C)C1=CC=CC=C1)C 2,5-di(cumylperoxy)-2,5-dimethylhexyne